FC=1C(=CC=2C3=C(NC(C2C1)=O)COCC3N(C(C3=CC=C(C=C3)OC3=CC=C(C=C3)F)=O)C)F N-(8,9-difluoro-6-oxo-1,4,5,6-tetrahydro-2H-pyrano[3,4-c]isoquinolin-1-yl)-4-(4-fluorophenoxy)-N-methylbenzamide